NC1=NC=C(C2=C1C(=NN2[C@@H]2CN(CC2)CC#CC)C#CC2=CC(=CC(=C2)OC)OC)C#N (S)-4-amino-1-(1-(but-2-ynyl)pyrrolidin-3-yl)-3-((3,5-dimethoxyphenyl)ethynyl)-1H-pyrazolo[4,3-c]pyridine-7-carbonitrile